1-((2R,4S)-4-(3-((1H-indazol-5-yl)ethynyl)-4-amino-1H-pyrazolo[3,4-d]pyrimidin-1-yl)-2-(methoxymethyl)pyrrolidin-1-yl)prop-2-en-1-one N1N=CC2=CC(=CC=C12)C#CC1=NN(C2=NC=NC(=C21)N)[C@H]2C[C@@H](N(C2)C(C=C)=O)COC